(1R,3S,4R)-N-((R)-1-cyano-2-((R)-2-oxopiperidin-3-yl)ethyl)-5,5-difluoro-2-((S)-2-hydroxy-2-phenylacetyl)-2-azabicyclo[2.2.2]octane-3-carboxamide C(#N)[C@@H](C[C@@H]1C(NCCC1)=O)NC(=O)[C@H]1N([C@H]2CC([C@@H]1CC2)(F)F)C([C@H](C2=CC=CC=C2)O)=O